(2-((1-((dimethylamino)methyl)cyclopropyl)methoxy)-4-(2-(2-hydroxyethyl)piperidin-1-yl)-5,7-dihydro-6H-pyrrolo[3,4-d]pyrimidin-6-yl)(3-hydroxy-8-iodonaphthalen-1-yl)methanone CN(C)CC1(CC1)COC=1N=C(C2=C(N1)CN(C2)C(=O)C2=CC(=CC1=CC=CC(=C21)I)O)N2C(CCCC2)CCO